methyl 2-[3-[[4-[[4-(trifluoromethyl)phenyl]methyl]pyrazolo[1,5-a]pyridine-3-carbonyl]amino]-1-bicyclo[1.1.1]pentanyl]acetate FC(C1=CC=C(C=C1)CC=1C=2N(C=CC1)N=CC2C(=O)NC21CC(C2)(C1)CC(=O)OC)(F)F